5-formylthiophene-2-carboxylic acid C(=O)C1=CC=C(S1)C(=O)O